C(C)OC1=C(NC2=NNC3=CC(=CC=C23)[C@@H]2C[C@@]23C(NC2=CC=C(C=C32)OC)=O)C=CC(=C1)C=1N=CN(C1)C (1R,2S)-2-{3-[2-ethoxy-4-(1-methyl-1H-imidazol-4-yl)anilino]-1H-indazol-6-yl}-5'-methoxyspiro[cyclopropane-1,3'-indol]-2'(1'H)-one